ClC=1C(=NC(=NC1)NC1=CC(=CC=C1)N1CCN(CC1)C)C=1C=C2C(CNC(C2=CC1)=O)(C)C 6-(5-chloro-2-((3-(4-methylpiperazin-1-yl)phenyl)amino)pyrimidin-4-yl)-4,4-dimethyl-3,4-dihydroisoquinolin-1(2H)-one